5-chloro-N-(6-((1-methylpiperidin-4-yl)methyl)pyridin-2-yl)pyridinecarboxamide methyl-(S)-2,2-difluoro-7-azaspiro[3.5]nonane-6-carboxylate COC(=O)[C@@H]1CC2(CC(C2)(F)F)CCN1.ClC=1C=CC(=NC1)C(=O)NC1=NC(=CC=C1)CC1CCN(CC1)C